C(#C)C1(CCCCC1)O[Si](C)(C)C 1-ethynyl-1-trimethylsiloxycyclohexane